C1(CCC1)N1C(N(C2=NC(=NC=C12)C1=C(C=CC=C1)C(C)C)CC1=CC=C(C=C1)C=1N(C=C(N1)C(F)(F)F)C)=N 7-cyclobutyl-2-(2-isopropylphenyl)-9-(4-(1-methyl-4-(trifluoromethyl)-1H-imidazol-2-yl)benzyl)-7,9-dihydro-8H-purin-8-imine